3-(2-chloro-4-fluoro-phenoxy)-N-[3-(hydroxymethyl)phenyl]-6-(trifluoromethyl)pyridazine-4-carboxamide ClC1=C(OC=2N=NC(=CC2C(=O)NC2=CC(=CC=C2)CO)C(F)(F)F)C=CC(=C1)F